2-(2-cyano-3-(naphthalen-2-yl)acrylamido)benzoic acid C(#N)C(C(=O)NC1=C(C(=O)O)C=CC=C1)=CC1=CC2=CC=CC=C2C=C1